C1(=CC=CC=C1)NC1=CC=C2C3=C(C=NC2=C1)C(C1=C3C=NC(=N1)C(F)(F)F)=O 3-(phenylamino)-9-(trifluoromethyl)-7H-pyrimido[5',4':3,4]cyclopenta[1,2-c]quinolin-7-one